(β-chloroethoxy)silane Methyl-4-[(6-bromo-5-methoxy-1,2-benzoxazol-3-yl)sulfamoyl]-3-methoxybenzoate COC(C1=CC(=C(C=C1)S(NC1=NOC2=C1C=C(C(=C2)Br)OC)(=O)=O)OC)=O.ClCCO[SiH3]